NCC1=NN(C=C1)C1=CC(=C(C#N)C=C1)C(F)(F)F 4-(3-aminomethyl-1H-pyrazol-1-yl)-2-trifluoromethylbenzonitrile